CC(C)OC(=O)Cl 2-propoxycarbonyl chloride